1-(hydroxymethyl)-2-oxabicyclo[2.2.2]octane-4-carboxylic acid ethyl ester C(C)OC(=O)C12COC(CC1)(CC2)CO